N-(4-((7-cyano-2-((4-((dimethylamino)methyl)-3-(trifluoromethyl)phenyl)amino)-1-methyl-1H-imidazo[4,5-b]pyridin-6-yl)oxy)pyridin-2-yl)acetamide C(#N)C1=C2C(=NC=C1OC1=CC(=NC=C1)NC(C)=O)N=C(N2C)NC2=CC(=C(C=C2)CN(C)C)C(F)(F)F